N-((3S,4R)-4-((7-(2,6-dichloro-3,5-dimethoxyphenyl)-5-(((tetrahydrofuran-2-yl)methyl)amino)-2,6-naphthyridin-3-yl)amino)-1-(oxetan-3-yl)pyrrolidin-3-yl)acrylamide ClC1=C(C(=C(C=C1OC)OC)Cl)C1=NC(=C2C=C(N=CC2=C1)N[C@H]1[C@H](CN(C1)C1COC1)NC(C=C)=O)NCC1OCCC1